7-bromo-5-methoxy-1,3-dimethylquinolin-2(1H)-one BrC1=CC(=C2C=C(C(N(C2=C1)C)=O)C)OC